(3S)-3-{[9-fluoro-2-(3-methoxyphenyl)[1,2,4]triazolo[1,5-c]quinazolin-5-yl]amino}pyrrolidin-2-one FC1=CC=2C=3N(C(=NC2C=C1)N[C@@H]1C(NCC1)=O)N=C(N3)C3=CC(=CC=C3)OC